ClC=1C(=C(C(=C(C1)[C@@H]1[C@H](O[C@@]([C@@H]1C)(C(F)(F)F)C)C(=O)NC1=CC(=NC=C1)C(=O)N)OC)F)F 4-[[(2S,3r,4r,5s)-3-(5-chloro-3,4-difluoro-2-methoxy-phenyl)-4,5-dimethyl-5-(trifluoromethyl)tetrahydrofuran-2-carbonyl]amino]pyridine-2-carboxamide